(benzyl-(1,3-dioxoisoindolin-2-yl)carbamoyl)-L-methionine methyl ester COC([C@@H](NC(N(N1C(C2=CC=CC=C2C1=O)=O)CC1=CC=CC=C1)=O)CCSC)=O